C(=CC1=CC=CC=C1)C=1C=CC=C(C(=O)O)C1 5-styrylbenzoic acid